methyl 2-(6-azaspiro[2.5]octan-6-yl)-6-(1,1,1-trifluoro-2-hydroxypropan-2-yl)nicotinate C1CC12CCN(CC2)C2=C(C(=O)OC)C=CC(=N2)C(C(F)(F)F)(C)O